ClC1=C(C=C(C=C1)C(F)(F)F)N1N=NC(=C1C(F)(F)F)C(=O)NC1=CC(=C(OC2=CC(=NC=C2)C(=O)NCCC)C=C1)F 4-(4-(1-(2-chloro-5-(trifluoromethyl)phenyl)-5-(trifluoromethyl)-1H-1,2,3-triazole-4-carboxamido)-2-fluorophenoxy)-N-propylpicolinamide